C1=CC=C(C=2SC3=C(C21)C=CC=C3)C=3C=C(C=CC3)C=3NC2=C(N3)C=CC=C2 2-[3-(dibenzothiophen-4-yl)phenyl]Benzimidazole